ClC1=C(C(=O)N[C@H](C(=O)O)CC2=CC=C(C=C2)N2C(C3(C4=CC(=CC=C24)F)CC3)=O)C(=CC=C1)F (S)-2-(2-chloro-6-fluorobenzoylamino)-3-(4-(5'-fluoro-2'-oxospiro[cyclopropane-1,3'-indolin]-1'-yl)phenyl)propionic acid